6-propoxyhexylamine C(CC)OCCCCCCN